FC1=CC2=C(N(N=N2)C)C=C1C#CC1=C2C=C(N=CC2=C(N=C1)NC)NC(=O)C1CC1 N-(5-((5-fluoro-1-methyl-1H-benzo[d][1,2,3]triazol-6-yl)ethynyl)-8-(methylamino)-2,7-naphthyridin-3-yl)cyclopropanecarboxamide